1,5-Diazabicyclo[4.3.0]-5-nonene N12CCCN=C2CCC1